2-methoxy-N-((6R,7S)-6-methyl-8-oxo-3-trifluoromethyl-6,7,8,9-tetrahydro-5-oxa-9-aza-benzocyclohepten-7-yl)-N'-(2,2,3,3,3-pentafluoro-propyl)-malonamide COC(C(=O)N[C@H]1[C@H](OC2=C(NC1=O)C=CC(=C2)C(F)(F)F)C)C(=O)NCC(C(F)(F)F)(F)F